C(C)N1CCN(CC1)C(=O)C1=C(C=C(C=C1)[N+](=O)[O-])OCCBr (4-ethylpiperazin-1-yl)(2-(2-bromoethoxy)-4-nitrophenyl)methanone